tert-Butyl 5-(4-hydroxybutoxy)-3,4-dihydroisoquinoline-2(1H)-carboxylate OCCCCOC1=C2CCN(CC2=CC=C1)C(=O)OC(C)(C)C